BrC1=C2C=CC3=CC=C(C4=CC=C(C=C1)C2=C43)N(C4=CC=CC=C4)C=4C=C(C=CC4C)C4=CC=CC=C4 6-bromo-N-(4-methyl-[1,1'-biphenyl]-3-yl)-N-phenylpyrene-1-amine